OC(C1=CC=CC=C1)(OC)OC hydroxydimethoxytoluene